N1(CCCC1)CC=CC 4-(pyrrolidin-1-yl)but-2-en